[Na+].[Na+].NCCS(=O)(=O)[O-].NCCS(=O)(=O)[O-] bis-taurine disodium salt